tert-butyl-(2-((2-(2-((tert-butoxycarbonyl)imino)-3-(4-methylbenzyl)-2,3-dihydro-1H-benzo[d]imidazol-1-yl)-3-(p-tolyl)propyl)amino)-2-oxoethyl)(methyl)carbamate C(C)(C)(C)OC(N(C)CC(=O)NCC(CC1=CC=C(C=C1)C)N1C(N(C2=C1C=CC=C2)CC2=CC=C(C=C2)C)=NC(=O)OC(C)(C)C)=O